COC1=C(CN2CC(C2)C(=O)N(C)CC2=C3C(N(C(C3=CC=C2)=O)C2C(NC(CC2)=O)=O)=O)C(=CC(=C1)C1=CN(C(C2=CN=CC=C12)=O)C)OC 1-(2,6-Dimethoxy-4-(2-Methyl-1-Oxo-1,2-Dihydro-2,7-Naphthyridin-4-Yl)bEnzyl)-N-((2-(2,6-Dioxopiperidin-3-Yl)-1,3-Dioxoisoindolin-4-Yl)Methyl)-N-Methylazetidine-3-Carboxamide